C1[C@H]2C=NC3=C(N2CN1C4=CC=C(C=C4)C(=O)N[C@H](CCC(=O)O)C(=O)O)C(=O)NC(=N3)N 5,10-methylene-6-hydrofolic acid